C(C)(C)(C)C1=NC2=C(N1C(=O)C1=CC=CC=C1)C=C(C=C2)C2=CC=CC=C2 (2-(tert-Butyl)-6-phenyl-1H-benzo[d]imidazol-1-yl)(phenyl)methanone